benzyl 4-[[(4R)-1-[(1-tert-butoxycarbonyl-4-piperidyl)methyl]-2-oxo-4-piperidyl]methyl]piperazine-1-carboxylate C(C)(C)(C)OC(=O)N1CCC(CC1)CN1C(C[C@@H](CC1)CN1CCN(CC1)C(=O)OCC1=CC=CC=C1)=O